1-Carboxymethyl-3-methylimidazole chloride [Cl-].C(=O)(O)CN1CN(C=C1)C